FC1=C(O[P@](=O)(OC2=CC=CC=C2)N[C@@H](C)C(=O)OCC)C(=C(C(=C1F)F)F)F ethyl ((R)-(perfluorophenoxy)(phenoxy)phosphoryl)-L-alaninate